O[C@@H]([C@@H](CC1=CC=CC=C1)NC([C@@H](C)NC(C1=CC=CC=C1)=O)=O)C(NCC1=NC=CC=C1)=O N-((R)-1-(((2R,3S)-3-hydroxyl-4-oxo-1-phenyl-4-((pyridin-2-ylmethyl)amino)butan-2-yl)amino)-1-oxopropan-2-yl)benzamide